COCO[C@H]1C[C@H]2[C@H]([C@H]([C@H]3[C@@H]4CC[C@H]([C@@H](C[C@@H](C(=O)OC)F)C)[C@]4([C@H](C[C@@H]3[C@]2(CC1)C)OCOC)C)OCOC)CC Methyl 3α,7α,12α-trimethoxymethyloxy-6α-ethyl-23(S)-fluoro-5β-cholan-24-oate